6-(3-(2-(1-(4-cyanophenyl)cyclopropoxy)acetyl)-3,8-diazabicyclo[3.2.1]octan-8-yl)nicotinonitrile C(#N)C1=CC=C(C=C1)C1(CC1)OCC(=O)N1CC2CCC(C1)N2C2=NC=C(C#N)C=C2